7-((1-(2,6-dioxopiperidin-3-yl)-2-oxo-1,2-dihydrobenzo[cd]indol-6-yl)amino)-N,N-diisopropylheptanamide O=C1NC(CCC1N1C(C2=C3C(C(=CC=C13)NCCCCCCC(=O)N(C(C)C)C(C)C)=CC=C2)=O)=O